FC1=CC=C2[C@@H](N3C(C2=C1)=CN=C3)[C@H]3COCC[C@@H]3O (3S,4S)-3-((S)-8-Fluoro-5H-imidazo[5,1-a]isoindol-5-yl)-tetrahydro-2H-pyran-4-ol